ClC1=C(C=C(C(=C1)Cl)OC)NC1=C(C=NC2=CC(=C(C=C12)OC)OCCCN1CCN(CC1)CC=1C=C2C(N(C(C2=C(C1)F)=O)C1C(NC(CC1)=O)=O)=O)C#N 4-((2,4-dichloro-5-methoxyphenyl)amino)-7-(3-(4-((2-(2,6-dioxopiperidin-3-yl)-7-fluoro-1,3-dioxoisoindolin-5-yl)methyl)piperazin-1-yl)propoxy)-6-methoxyquinoline-3-carbonitrile